2,4,6-Trimethylbenzoyl-phenyl-phosphinic acid ethyl ester C(C)OP(=O)(C1=CC=CC=C1)C(C1=C(C=C(C=C1C)C)C)=O